FC1=CC=C(C=C1)C1(CC(NC(CO1)=O)([2H])[2H])[2H] 7-(4-fluorophenyl)-1,4-oxazepan-3-one-5,5,7-d3